5-methyl-N2-(4-(4-methylpiperazin-1-yl)phenyl)-N4-(quinolin-7-yl)thieno[2,3-d]pyrimidine-2,4-diamine CC1=CSC=2N=C(N=C(C21)NC2=CC=C1C=CC=NC1=C2)NC2=CC=C(C=C2)N2CCN(CC2)C